(S)-1,1'-binaphthyl-2,2'-diamine C1=CC=C2C(=C1)C=CC(=C2C3=C(C=CC4=CC=CC=C43)N)N